N1(N=NC2=C1C=CC=C2)C(=O)C=2C=C(C=CC2)C (1H-benzo[d][1,2,3]triazol-1-yl)(m-tolyl)methanone